CC1=CC=C(O1)C=1C=2N(C=C(N1)NC(=O)C1CC1)C=C(N2)C(C)C N-[8-(5-methylfuran-2-yl)-2-propan-2-ylimidazo[1,2-a]pyrazin-6-yl]cyclopropanecarboxamide